FC(C(=O)N1CCC(CC1)O)(F)C=1C=C(C(=O)NC2=CC(=C(C=C2)F)C)C=CC1C=C 3-(1,1-difluoro-2-(4-hydroxypiperidin-1-yl)-2-oxoethyl)-N-(4-fluoro-3-methylphenyl)-4-vinylbenzamide